NC1=C2C(=NC=N1)N(N=C2C2=CC=C(C=C2)OC2=CC=CC=C2)C2CCN(CC2)CC=2C(=NC(=CC2)F)NC2C(NC(CC2)=O)=O 3-((3-((4-(4-amino-3-(4-phenoxyphenyl)-1H-pyrazolo[3,4-d]pyrimidin-1-yl)piperidin-1-yl)methyl)-6-fluoropyridin-2-yl)amino)piperidine-2,6-dione